N-(4-chlorophenyl)-4-hydroxy-3-{5-[4-(trifluoromethoxy)phenyl]-1H,2H,3H,4H,5H,6H-pyrrolo[3,4-c]pyrrol-2-yl}butanamide ClC1=CC=C(C=C1)NC(CC(CO)N1CC=2CN(CC2C1)C1=CC=C(C=C1)OC(F)(F)F)=O